N-cyano-N-methyl-4-(3-((4-(trifluoromethyl)phenyl)amino)pyrazin-2-yl)piperazine-1-carboxamide C(#N)N(C(=O)N1CCN(CC1)C1=NC=CN=C1NC1=CC=C(C=C1)C(F)(F)F)C